ClC=1C=C(C=CC1F)[C@H](NC(=O)N1[C@@H](C(NCC1)=O)C)[C@@H]1C[C@H](C1)OCC(F)(F)F (2R)-N-((R)-(3-chloro-4-fluorophenyl)(trans-3-(2,2,2-trifluoroethoxy)cyclobutyl)-methyl)-2-methyl-3-oxopiperazine-1-carboxamide